1,6-dimethyl-4-[4-methyl-4-(6-methyl-1,3-benzoxazol-2-yl)piperidin-1-yl]-2-oxo-1,2-dihydroquinoline-3-carbonitrile CN1C(C(=C(C2=CC(=CC=C12)C)N1CCC(CC1)(C=1OC2=C(N1)C=CC(=C2)C)C)C#N)=O